COC1=NC(=CC(=C1)C=1NC2=CC=C(C=C2C1CC)N1CCNCC1)OC 2-(2,6-dimethoxypyridin-4-yl)-3-ethyl-5-(piperazin-1-yl)-1H-indole